NC1=CC=CC(=N1)S(=O)(=O)NC(=O)C=1C(=NC(=CC1)C1=CC=CC=2OCOC21)OC2=C(C=C(C=C2C)C)C N-[(6-Amino-2-pyridyl)sulfonyl]-6-(1,3-benzodioxol-4-yl)-2-(2,4,6-trimethylphenoxy)pyridin-3-carboxamid